1-(6-allyl-5-(2-methyl-4-vinylpyrimidin-5-yl)-1H-indazol-1-yl)ethan-1-one C(C=C)C1=C(C=C2C=NN(C2=C1)C(C)=O)C=1C(=NC(=NC1)C)C=C